C(C1=CC=CC=C1)OC1=C(C(=C2C[C@@H](N(C2=C1)C(=O)OC(C)(C)C)CN(CCOC)C(=O)OC(C)(C)C)F)NCC(=O)OC(C)(C)C tert-butyl (2R)-6-(benzyloxy)-2-{[(tert-butoxycarbonyl)(2-methoxyethyl)amino]methyl}-5-[(2-tert-butoxy-2-oxoethyl)amino]-4-fluoro-2,3-dihydro-1H-indole-1-carboxylate